FC1=CC=C(C=C1)C1=C(C(=NC2=CC3=C(C=C12)C=NN3)OC3CN(C3)S(=O)(=O)C)C(C)C 5-(4-fluorophenyl)-6-isopropyl-7-(1-methylsulfonylazetidin-3-yl)oxy-1H-pyrazolo[4,3-g]Quinoline